C[Si]1(O[Si](CCCN1)(C)C)C 1,1,3,3-tetramethyl-2-oxa-7-aza-1,3-disilacycloheptane